C12COCC(CC1)N2C=2C1=C(N=CN2)NC(=C1)C1=CC=C(C=C1)NC(=O)C1CCN(CC1)C1CCN(CC1)C(\C=C\CN(C)C)=O (E)-N-(4-(4-(3-oxa-8-azabicyclo[3.2.1]octan-8-yl)-7H-pyrrolo[2,3-d]pyrimidin-6-yl)phenyl)-1'-(4-(dimethylamino)but-2-enoyl)-[1,4'-bipiperidine]-4-carboxamide